di-n-propylphosphonium sulfate S(=O)(=O)([O-])[O-].C(CC)[PH2+]CCC.C(CC)[PH2+]CCC